C(C)(C)(C)OC(=O)N1CCC2(CC1)CCN(CC2)C2=CC=C(C=C2)C2=CC1=C(N(C(N1C)=O)C1C(NC(CC1)=O)=O)C=C2.C(C)OC2=CC=C(C=C2)CN=C=O 1-ethoxy-4-(isocyanatomethyl)benzene tert-butyl-9-{4-[1-(2,6-dioxopiperidin-3-yl)-3-methyl-2-oxo-1,3-benzodiazol-5-yl]phenyl}-3,9-diazaspiro[5.5]undecane-3-carboxylate